The molecule is a monocarboxylic acid that is phenylacetic acid carrying a 4-methoxy substituent. It is used as an intermediate for pharmaceuticals and other organic synthesis. It has been found to inhibit the germination of cress and lettuce seeds. It has a role as a plant metabolite, a plant growth retardant and an Aspergillus metabolite. It is a monocarboxylic acid and a monomethoxybenzene. COC1=CC=C(C=C1)CC(=O)O